2,6-bis(1-(3,5-di-t-butylphenyl)vinyl)-4-methylaniline C(C)(C)(C)C=1C=C(C=C(C1)C(C)(C)C)C(=C)C1=C(N)C(=CC(=C1)C)C(=C)C1=CC(=CC(=C1)C(C)(C)C)C(C)(C)C